C(#N)C=1C(=NC(=NC1)NC1=C(C=C(C=C1)N1CCC(CC1)N1CCS(CC1)(=O)=O)NC(C=C)=O)NC1=C(C=CC=C1)OC(C)C N-(2-((5-cyano-4-((2-isopropoxyphenyl)amino)pyrimidin-2-yl)amino)-5-(4-(1,1-dioxidothiomorpholino)piperidin-1-yl)phenyl)acrylamide